7-fluoro-3-oxo-isoindolin FC=1C=CC=C2C(NCC12)=O